8-[3-(methanesulfonylmeth-yl)azetidin-1-yl]-N-(2-{8-oxa-3-azabicyclo[3.2.1]octan-3-yl}pyrimidin-4-yl)-5-(propan-2-yl)isoquinolin-3-amine CS(=O)(=O)CC1CN(C1)C=1C=CC(=C2C=C(N=CC12)NC1=NC(=NC=C1)N1CC2CCC(C1)O2)C(C)C